(S)-3-(4-bromophenoxy)-2-(((tert-butoxycarbonyl)amino)oxy)-2-methylpropanoic acid tert-butyl ester C(C)(C)(C)OC([C@@](COC1=CC=C(C=C1)Br)(C)ONC(=O)OC(C)(C)C)=O